Benzyl (S)-4-((tert-butoxycarbonyl)amino)-6-methyl-3-oxohept-6-enoate C(C)(C)(C)OC(=O)N[C@H](C(CC(=O)OCC1=CC=CC=C1)=O)CC(=C)C